diphenyl-N,N'-bis-[4-(N,N-diphenylamino)phenyl]benzidine C1(=CC=CC=C1)N(C1=CC=C(C2=CC=C(N(C3=CC=C(C=C3)N(C3=CC=CC=C3)C3=CC=CC=C3)C3=CC=CC=C3)C=C2)C=C1)C1=CC=C(C=C1)N(C1=CC=CC=C1)C1=CC=CC=C1